N1(CCC1)C[C@H](CCC)N(C(C1=CC=C(C=C1)Cl)=O)C (S)-N-(1-(Azetidin-1-yl)pentan-2-yl)-4-chloro-N-methylbenzamide